2-[2-Chloro-4-fluoro-5-(7-morpholin-4-yl-quinazolin-4-yl)-phenyl]-2-(3-methyl-pyrazin-2-yl)-acetamide ClC1=C(C=C(C(=C1)F)C1=NC=NC2=CC(=CC=C12)N1CCOCC1)C(C(=O)N)C1=NC=CN=C1C